BrC=1C=C(C(=NC1)N)OC(CO[Si](C)(C)C(C)(C)C)C1=C(C=CC(=C1)F)C=1N(C=CN1)CC=1C=NN(C1Br)CC 5-bromo-3-(1-(2-(1-((5-bromo-1-ethyl-1H-pyrazol-4-yl)methyl)-1H-imidazol-2-yl)-5-fluorophenyl)-2-(tert-butyldimethylsilyloxy)ethoxy)pyridin-2-amine